C(CCC)N(CCC[Si](OCC)(OCC)OCC)CCCC (3-dibutylaminopropyl)triethoxysilane